ClC=1C=C(C=CC1C)NC(=O)NCCCCCCCCCCCSC1=C2CN(C(C2=CC=C1)=O)C1C(NC(CC1)=O)=O 1-(3-chloro-4-methylphenyl)-3-(11-((2-(2,6-dioxopiperidin-3-yl)-1-oxoisoindolin-4-yl)thio)undecyl)urea